C(C)S(=O)(=O)C=1C=CC2=C(N(C(=N2)C(F)(F)F)C)C1 6-(ethylsulfonyl)-1-methyl-2-(trifluoromethyl)-1H-benzo[d]imidazole